N,N-bis(4-methoxybenzyl)-2-(pentan-2-yloxy)imidazo[2,1-f][1,2,4]triazin-4-amine COC1=CC=C(CN(C2=NC(=NN3C2=NC=C3)OC(C)CCC)CC3=CC=C(C=C3)OC)C=C1